N-(1-naphthyl)-ethylenediamine C1(=CC=CC2=CC=CC=C12)NCCN